sodium 2-chloro-3-(5-hydroxytetralin-6-yl)-6-oxo-5-phenyl-7H-thieno[2,3-b]pyridin-4-olate potassium [K+].ClC1=C(C2=C(NC(C(=C2[O-])C2=CC=CC=C2)=O)S1)C=1C(=C2CCCCC2=CC1)O.[Na+].ClC1=C(C2=C(NC(C(=C2[O-])C2=CC=CC=C2)=O)S1)C=1C(=C2CCCCC2=CC1)O